(2R,3S,4S)-4-hydroxy-2-[(4-methoxyphenyl)methyl]pyrrolidin-3-yl N-[(4-cyclopropylphenyl)methyl]carbamate C1(CC1)C1=CC=C(C=C1)CNC(O[C@H]1[C@H](NC[C@@H]1O)CC1=CC=C(C=C1)OC)=O